6-((((2-chlorobenzyl)oxy)carbonyl)amino)chromane-2-carboxylic acid ClC1=C(COC(=O)NC=2C=C3CCC(OC3=CC2)C(=O)O)C=CC=C1